5-(4-Methylthiopyrimidin-2-yl)imidazo[2,1-b]Thiazole CSC1=NC(=NC=C1)C1=CN=C2SC=CN21